C(C)(=O)C=1C(=NC(=CC1)C=1C=NN2C1C=CC(=C2)OC=2N=NC(=CC2)C)N2N=C(C=C2C(F)F)C(=O)N 1-[3-acetyl-6-[6-(6-methylpyridazin-3-yl)oxypyrazolo[1,5-a]pyridin-3-yl]-2-pyridyl]-5-(difluoromethyl)pyrazole-3-carboxamide